C(C)C(COC(CCSC1=CN=C2C(=N1)NC(=N2)S(=O)(=O)C)=O)CCCC 3-((2-(methylsulfonyl)-1H-imidazo[4,5-b]pyrazin-6-yl)thio)propanoic acid 2-ethylhexyl ester